FC1=C(C=CC(=C1)F)C1(CC2C(N(OC2(C)C)C)C(C1)C)C 5-(2,4-difluorophenyl)-1,3,3,5,7-pentamethyloctahydrobenzo[c]isoxazole